Trifluoro-methanesulfonic acid 8-(2-diethylamino-ethoxy)-6,6-dimethyl-11-oxo-6,11-dihydro-benzo[b]naphtho[2,3-d]furan-3-yl ester C(C)N(CCOC=1C=C2C(C3=C(C4=C(O3)C=C(C=C4)OS(=O)(=O)C(F)(F)F)C(C2=CC1)=O)(C)C)CC